(5z,7e)-1,1-diethoxy-5,7-dodecadiene C(C)OC(CCC\C=C/C=C/CCCC)OCC